(6-bromo-2,3-diphenylquinolin-4-yl)-N-(methylsulfonyl)methanesulfonamide BrC=1C=C2C(=C(C(=NC2=CC1)C1=CC=CC=C1)C1=CC=CC=C1)CS(=O)(=O)NS(=O)(=O)C